FC1=C(C(=CC=C1C1=CC(=NN1)C1=CC=CC=C1)O)N1CC(NS1(=O)=O)=O 5-(2-fluoro-6-hydroxy-3-(3-phenyl-1H-pyrazol-5-yl)phenyl)-1,2,5-thiadiazolidin-3-one 1,1-dioxide